CN1CCN(CC1)CC1=C(C=C(C=C1)C1=C(C(=O)N)C=CC=C1)C(F)(F)F (4-((4-methylpiperazin-1-yl)methyl)-3-(trifluoromethyl)phenyl)benzamide